C(N)(OC1=CC2=C(C(C(O2)CC=2C=C3C(N(CC3=C(C2)F)C2C(NC(CC2)=O)=O)=O)(C)C)C=C1)=O (2-(2,6-dioxopiperidin-3-yl)-7-fluoro-3-oxoisoindolin-5-yl)methyl(3,3-dimethyl-2,3-dihydrobenzofuran-6-yl) carbamate